5-chloro-3-(6-methyl-5,6,7,8-tetrahydro-1,6-naphthyridin-3-yl)-1-((2-(trimethylsilyl)ethoxy)methyl)-1H-indazole-6-carbonitrile ClC=1C=C2C(=NN(C2=CC1C#N)COCC[Si](C)(C)C)C=1C=NC=2CCN(CC2C1)C